C(C)C1=C(C=CC=C1)C1=CC(=CC=C1)[C@H](CC(=O)OCC)NC(=O)NC=1C(N(C=C(C1O)C)C)=O Ethyl (S)-3-(2'-Ethylbiphenyl-3-yl)-3-(3-(4-hydroxy-1,5-dimethyl-2-oxo-1,2-dihydropyridin-3-yl)ureido)propanoat